cis-2,6-dimethyl-morpholine hydrochloride Cl.C[C@@H]1CNC[C@@H](O1)C